methyl 6-acetyl-4-phenoxy-pyridine-3-carboxylate C(C)(=O)C1=CC(=C(C=N1)C(=O)OC)OC1=CC=CC=C1